C(C)(C)(C)C=1C(=C(C(=O)OC(C=C(C)C)C2=C(C=CC=C2)C#CC2=C(C=CC=C2)Cl)C=CC1)N[C@H](C)C1=CC(=CN2C1=NC(=C(C2=O)C)C=2C=NC(=CC2)C2CC2)C 3-methyl-1-(2-(o-chlorophenylethynyl)phenyl)but-2-en-1-ol tert-butyl-(R)-2-((1-(2-(6-cyclopropylpyridin-3-yl)-3,7-dimethyl-4-oxo-4H-pyrido[1,2-a]pyrimidin-9-yl)ethyl)amino)benzoate